5-fluoro-2-(4-(((1r,2r)-2-hydroxycyclohexyl)amino)pyrido[3,4-d]pyridazin-1-yl)phenol FC=1C=CC(=C(C1)O)C1=C2C(=C(N=N1)N[C@H]1[C@@H](CCCC1)O)C=NC=C2